lead chlorosilane Cl[SiH3].[Pb]